tetrahydro-4H-pyrazolo[1,5-a][1,3]diazepin N1CCC2N1C=CC=CN2